C(C)(C)(C)N(C(O)=O)C1=C(C=C(C=C1)OCC1=CC(=CC=C1)F)C(O)C1CC1.NC1=NC(=CN=C1)CC=C amino-6-allyl-pyrazine tert-butyl-(2-(cyclopropyl(hydroxy)methyl)-4-((3-fluorobenzyl)oxy)phenyl)carbamate